NC=1C(=NC=C(C1C1=CC(=C(C(=O)NC=2C=NC(=C(C2)Cl)N2N=CC=N2)C=C1F)Cl)C#C)Cl 4-(3-amino-2-chloro-5-ethynylpyridin-4-yl)-2-chloro-N-(5-chloro-6-(2H-1,2,3-triazol-2-yl)pyridin-3-yl)-5-fluorobenzamide